8-[4-(difluoromethyl)pyridin-2-yl]-2-[6-(1,3,4-thiadiazol-2-yl)pyrazin-2-yl]-2,8-diazaspiro[4.5]decane FC(C1=CC(=NC=C1)N1CCC2(CCN(C2)C2=NC(=CN=C2)C=2SC=NN2)CC1)F